FC1=C(C=CC(=C1)CN(C)C1CCN(CC1)C1=NC(=CC=C1)C1=CN=C2N1N=C(C=C2)N2[C@H](CCC2)C2=CC(=CC=C2)F)C2C(NC(CC2)=O)=O 3-(2-fluoro-4-(((1-(6-(6-((R)-2-(3-fluorophenyl)pyrrolidin-1-yl)imidazo[1,2-b]pyridazin-3-yl)pyridin-2-yl)piperidin-4-yl)(methyl)amino)methyl)phenyl)piperidine-2,6-dione